C(C)OC1=C(C=C(\C=C/2\C(/C(/CC2)=C/C2=CC(=C(C=C2)OCC)OC)=O)C=C1)OC 2,5-bis((E)-4-ethoxy-3-methoxybenzylidene)cyclopentan-1-one